C(=O)O.OCC1CC(C1)(C1=NN=CN1C)C=1C=C(C=CC1)N1C(C2=CC(=CC(=C2C1)C(F)(F)F)CNC1(CCC1)C)=O 2-(3-((1r,3r)-3-(hydroxymethyl)-1-(4-methyl-4H-1,2,4-triazol-3-yl)cyclobutyl)phenyl)-6-(((1-methylcyclobutyl)amino)methyl)-4-(trifluoromethyl)isoindolin-1-one formate